FC1=C2N(C=3CCCCC13)CCN(C2=O)C2=C(C=O)C(=CC=N2)C2=NN(C(C(=C2)NC2=NC=NC=C2)=O)C 2-(10-Fluoro-1-oxo-3,4,6,7,8,9-hexahydropyrazino[1,2-a]indol-2(1H)-yl)-4-(1-methyl-6-oxo-5-(pyrimidin-4-ylamino)-1,6-dihydropyridazin-3-yl)nicotinaldehyde